1-((3,3-difluorocyclopentyl)methyl)-3-(1,1-difluoroethoxy)-4-methyl-N-(2-(methylsulfonyl)pyridin-4-yl)-1H-pyrazole-5-carboxamide FC1(CC(CC1)CN1N=C(C(=C1C(=O)NC1=CC(=NC=C1)S(=O)(=O)C)C)OC(C)(F)F)F